ethyl 2-(1-cyclobutylindol-2-yl)-5-methoxy-1-methyl-6-oxopyrimidine-4-carboxylate C1(CCC1)N1C(=CC2=CC=CC=C12)C=1N(C(C(=C(N1)C(=O)OCC)OC)=O)C